5-(5-(2-cyclopentyl-2-propoxycarbonyl)naphthyl)-7-oxo-bicyclo[2.2.1]Hept-2-ene C1(CCCC1)C(C)(C)OC(=O)C1=C2C=CC=C(C2=CC=C1)C1C2C=CC(C1)C2=O